N=1C=NC=2C1C=COC2 pyrano[3,4-d]imidazole